ClC1=C(C(=C(C=C1OC)OC)Cl)C1=CC2=C(N=C(N=C2)N[C@H]2[C@H](COC2)NC(C=C)=O)C(=N1)NCC(F)(F)F N-((3R,4S)-4-((6-(2,6-dichloro-3,5-dimethoxyphenyl)-8-((2,2,2-trifluoroethyl)amino)pyrido[3,4-d]pyrimidin-2-yl)amino)tetrahydrofuran-3-yl)acryl-amide